17α-hydroxy-6α-methylpregna-4-en-20-one O[C@]1(C(C)=O)CC[C@H]2[C@@H]3C[C@@H](C4=CCCC[C@]4(C)[C@H]3CC[C@]12C)C